COC=1C2=C(N=C(N1)NC1CCC3(CCO3)CC1)NC=C2C2=CC=1N(C=C2)N=CC1 4-methoxy-5-(pyrazolo[1,5-a]pyridin-5-yl)-N-((4r,7r)-1-oxaspiro[3.5]nonan-7-yl)-7H-pyrrolo[2,3-d]pyrimidin-2-amine